C(C)C(COC(C=1C=C(C(=O)OCCCCC(C)C)C=CC1)=O)CCCC isophthalic acid (isoheptyl) (2-ethylhexyl) ester